ClC=1C=C2N=CC(=NC2=CC1)SC1=NC2=CC=C(C=C2N=C1)Cl bis(6-chloroquinoxaline-2-yl) sulfide